(((2S,6R)-2,6-dimethylmorpholino)methyl)benzoic acid C[C@@H]1O[C@@H](CN(C1)CC1=C(C(=O)O)C=CC=C1)C